ClC=1C=CC(=C(C1)S(=O)(=O)N1C2=C(CCCC1)C=CC(=C2)C(=O)NC2=CC=C(C(=O)O)C=C2)OC 4-{[1-(5-Chloro-2-methoxy-benzenesulfonyl)-2,3,4,5-tetrahydro-1H-benzo[b]azepine-8-carbonyl]-amino}-benzoic acid